trimethylolmethanol C(O)C(O)(CO)CO